CC1(CCC1)C=1SC2=C(N1)C(CC1(CCNCC1)C2)=O 2-(1-methylcyclobutyl)-5H-spiro[benzo[d]thiazol-6,4'-piperidin]-4(7H)-one